1-(2-nitropyridin-3-yl)cyclopropanecarboxaldehyde [N+](=O)([O-])C1=NC=CC=C1C1(CC1)C=O